3,7-dibromo-10-octylphenothiazine BrC=1C=CC=2N(C3=CC=C(C=C3SC2C1)Br)CCCCCCCC